C[N+](C(C)C)(C(C)C)C.FC(C(C(C(F)(F)F)(F)F)(F)F)(S(=O)(=O)[O-])F perfluorobutanesulfonic acid dimethyldiisopropylammonium salt